methyl (S)-2-((4-(6-((2-cyclopropylpyrazolo[1,5-a]pyridin-7-yl) methoxy) pyridin-2-yl) piperidin-1-yl) methyl)-1-((oxetan-2-yl) methyl)-1H-benzo[d]imidazole-6-carboxylate C1(CC1)C1=NN2C(C=CC=C2COC2=CC=CC(=N2)C2CCN(CC2)CC2=NC3=C(N2C[C@H]2OCC2)C=C(C=C3)C(=O)OC)=C1